(1S,3S,4S)-N-((R)-1-cyano-2-((R)-2-oxopyrrolidin-3-yl)ethyl)-5,5-difluoro-2-((2,2,2-trifluoroacetyl)-L-leucyl)-2-azabicyclo[2.2.2]octane-3-carboxamide C(#N)[C@@H](C[C@@H]1C(NCC1)=O)NC(=O)[C@H]1N([C@@H]2CC([C@H]1CC2)(F)F)C([C@@H](NC(C(F)(F)F)=O)CC(C)C)=O